FC(C=1C=CC=2N(C1)C(=CN2)C2=NC=CC(=N2)N2C(C(N(CC2)C2COC2)CNS(=O)(=O)C)C)F N-((4-(2-(6-(difluoromethyl)imidazo[1,2-a]pyridin-3-yl)pyrimidin-4-yl)-3-methyl-1-(oxetan-3-yl)piperazin-2-yl)methyl)methanesulfonamide